tert-butyl {(4S,8S)-10-[5-(dimethylamino)-1,3-benzoxazol-2-yl]-4,7,8,9-tetrahydro-5H-4,8-epiminooxocino[5,4-d][1,3]thiazol-2-yl}carbamate CN(C=1C=CC2=C(N=C(O2)N2[C@H]3COC[C@@H]2CC=2N=C(SC23)NC(OC(C)(C)C)=O)C1)C